O(C1=CC=CC=C1)C1=CC=C(C=C1)C[C@H](COC[C@@H](CC1=CC=C(C=C1)OC1=CC=CC=C1)OC1=NC=CC=C1)OC1=NC=CC=C1 |r| (RS)-4-Phenoxyphenyl-2-(2-pyridyloxy)propylether